4-(((5-chloro-1,2,3,4-tetrahydroisoquinolin-7-yl)oxy)methyl)-3-fluorobenzonitrile ClC1=C2CCNCC2=CC(=C1)OCC1=C(C=C(C#N)C=C1)F